1,1,2-Trimethyl-6-[rac-(3S)-3-methyl-2,3,4,5-tetrahydropyridin-6-yl]-3,4-dihydroisoquinoline CC1(N(CCC2=CC(=CC=C12)C=1CC[C@@H](CN1)C)C)C |r|